CC1=CC=CC=2OC3=CC(=CC=C3C(C12)NC(=O)C=1C(NC(=CC1)C(F)(F)F)=O)C N-(1,6-dimethyl-9H-xanthen-9-yl)-2-oxo-6-(trifluoromethyl)-1,2-dihydropyridine-3-carboxamide